(10S,13S,16R,17S)-17-(2-hydroxyacetyl)-10,13-dimethyl-16-phenyl-6,7,8,10,12,13,14,15,16,17-decahydro-1H-cyclopenta[a]phenanthren-3(2H)-one OCC(=O)[C@H]1[C@@H](CC2C3CCC4=CC(CC[C@@]4(C3=CC[C@]12C)C)=O)C1=CC=CC=C1